(S)-3-((3,5-dichlorobenzyl)amino)-6-fluoro-5-(1-(2-fluorophenyl)ethyl)-4H-benzo[e][1,2,4]thiadiazine 1,1-dioxide ClC=1C=C(CNC2=NS(C3=C(N2)C(=C(C=C3)F)[C@@H](C)C3=C(C=CC=C3)F)(=O)=O)C=C(C1)Cl